methyl 5-chloro-1-((5-phenylthiophen-2-yl) methyl)-1H-indazole-7-carboxylate ClC=1C=C2C=NN(C2=C(C1)C(=O)OC)CC=1SC(=CC1)C1=CC=CC=C1